ethyl 2-bromo-1-(3-((tert-butyldiphenylsilyl)oxy)propyl)-5-((4-chlorophenyl)(hydroxy)methyl)-1H-imidazole-4-carboxylate BrC=1N(C(=C(N1)C(=O)OCC)C(O)C1=CC=C(C=C1)Cl)CCCO[Si](C1=CC=CC=C1)(C1=CC=CC=C1)C(C)(C)C